1-([2,2'-bipyridin]-6-yl)-N-((1R,2R,4S)-7-cyano-7-azabicyclo[2.2.1]heptan-2-yl)-1H-indazole-5-carboxamide N1=C(C=CC=C1N1N=CC2=CC(=CC=C12)C(=O)N[C@H]1[C@H]2CC[C@@H](C1)N2C#N)C2=NC=CC=C2